C(#N)C1=CC=C(C=C1)CS(=O)(=O)NC1=CC=C(C=C1)NC(=O)NCC1=CC=NC=C1 C-(4-Cyano-phenyl)-N-[4-(3-pyridin-4-ylmethyl-ureido)-phenyl]-methanesulfonamide